Aluminum-Bismuth [Bi].[Al]